benzyl ((4-(((S)-2-((R)-2-(cyclohexylamino)-4-phenylbutanamido)propanamido)methyl)phenyl)(imino)methyl)carbamate C1(CCCCC1)N[C@@H](C(=O)N[C@H](C(=O)NCC1=CC=C(C=C1)C(=N)NC(OCC1=CC=CC=C1)=O)C)CCC1=CC=CC=C1